CN(C)C1=NC(=C2N=CN(C2=N1)C1OCCCC1)NCC1=CC=C(C=C1)OC (Dimethylamino)-6-[(4-methoxybenzyl)amino]-9-(tetrahydro-2H-pyran-2-yl)-9H-purine